Cl.C(CCC)C=1C=CC(=NC1)C(=O)NC1=CC(=C(C(=O)O)C=C1)F 4-(5-butylpicolinamido)-2-fluorobenzoic acid hydrogen chloride